bicyclo[2.2.1]hept-5-ene-2-carboxylate C12C(CC(C=C1)C2)C(=O)[O-]